1-benzyl-1-(2-((2-(methoxycarbonyl)-4-methylthiophen-3-yl)amino)-2-oxoethyl)phosphinan-1-ium bromide [Br-].C(C1=CC=CC=C1)[P+]1(CCCCC1)CC(=O)NC1=C(SC=C1C)C(=O)OC